1-(2',3'-dihydroxypropyl)piperazine OC(CN1CCNCC1)CO